FC[C@@H](O)C1=CC(=CC=C1)F (S)-2-fluoro-1-(3-fluorophenyl)ethan-1-ol